2-((6-(((cyclobutylmethyl)amino)methyl)imidazo[1,2-a]pyridin-2-yl)methyl)-5-phenyl-2,7-naphthyridin-1(2H)-one C1(CCC1)CNCC=1C=CC=2N(C1)C=C(N2)CN2C(C1=CN=CC(=C1C=C2)C2=CC=CC=C2)=O